ClC=1C=C(C=CC1Cl)N1C(=CC=2C1=NC=CC2)C(=O)N2CC1(CC2)CN(CCC1)C(=O)OC(C)(C)C tert-butyl 2-(1-(3,4-dichlorophenyl)-1H-pyrrolo[2,3-b]pyridine-2-carbonyl)-2,7-diazaspiro[4.5]decane-7-carboxylate